N[C@H](C)C=1C=C(C=C2C(C(=C(OC12)C=1C=NN(C1)C)C)=O)C(F)(F)F 8-[(1R)-1-Aminoethyl]-3-methyl-2-(1-methylpyrazol-4-yl)-6-(trifluoromethyl)chromen-4-one